ClC=1C(=CC(=NC1)OC)C1=CC(=NN1)C(=O)N1CCC(CC1)C(=O)NCC1=CN=C(O1)C (5-(5-chloro-2-methoxypyridin-4-yl)-1H-pyrazole-3-carbonyl)-N-((2-methyloxazol-5-yl)methyl)piperidine-4-carboxamide